(1r,4r)-4-(2-(3-chloro-5-fluorophenyl)acetamido)cyclohexan-1-aminium ClC=1C=C(C=C(C1)F)CC(=O)NC1CCC(CC1)[NH3+]